N-fluorenylmethoxycarbonyl-N'-(4-methoxy-2,3,6-trimethylbenzenesulfonyl)-D-arginine C1(=CC=CC=2C3=CC=CC=C3CC12)COC(=O)N[C@H](CCCN(C(N)=N)S(=O)(=O)C1=C(C(=C(C=C1C)OC)C)C)C(=O)O